5'-chloro-4-(3-chloroanilino)-6'-hydroxy-2'-[(2R)-2-methyl-3-{[(5S)-5-methyl-5,6,7,8-tetrahydroquinolin-4-yl]oxy}propyl]-2',3'-dihydrospiro[cyclohexane-1,1'-indene]-4-carboxylic acid ClC=1C=C2CC(C3(C2=CC1O)CCC(CC3)(C(=O)O)NC3=CC(=CC=C3)Cl)C[C@H](COC3=CC=NC=1CCC[C@@H](C31)C)C